3-fluoro-4-[4-(4-fluoro-phenyl)-5-methylsulfanyl-pyrimidin-2-ylamino]-N-(2-methyl-5-piperazin-1-ylmethyl-phenyl)-benzamide FC=1C=C(C(=O)NC2=C(C=CC(=C2)CN2CCNCC2)C)C=CC1NC1=NC=C(C(=N1)C1=CC=C(C=C1)F)SC